9-(2-carboxyphenyl)-3,6-bis(di-2-propen-1-ylamino)xanthylium chloride [Cl-].C(=O)(O)C1=C(C=CC=C1)C=1C2=CC=C(C=C2[O+]=C2C=C(C=CC12)N(CC=C)CC=C)N(CC=C)CC=C